5-[6-(4,4-difluoropiperidin-1-yl)-5-fluoropyridin-3-yl]-1,2-oxazole-3-carboxylic acid FC1(CCN(CC1)C1=C(C=C(C=N1)C1=CC(=NO1)C(=O)O)F)F